4-(3,5-dichloro-4-((5-isopropyl-6-oxo-1,6-dihydropyridazin-3-yl)oxy)phenoxy)butyric acid ClC=1C=C(OCCCC(=O)O)C=C(C1OC1=NNC(C(=C1)C(C)C)=O)Cl